C(C)[C@]1(NC(N(C(C1)=O)[C@@H]1C[C@H](C2=CC=C(C=C12)C(=O)N[C@H]1[C@](CC2=CC=CC=C12)(C)O)C)=N)C (1R,3R)-3-[(4R)-4-ethyl-2-imino-4-methyl-6-oxo-hexahydropyrimidin-1-yl]-N-[(1R,2R)-2-hydroxy-2-methyl-indan-1-yl]-1-methyl-indane-5-carboxamide